BrC1=C(C=C(C=N1)NC=C1C(OC(OC1=O)(C)C)=O)F 5-{[(6-bromo-5-fluoropyridin-3-yl)amino]methylidene}-2,2-dimethyl-1,3-dioxane-4,6-dione